ClC1=C(OCC[C@@H](C(=O)O)C)C=CC=C1C=1N(C2=NC=NC(=C2N1)OC1(CC1)C)CC1=C(C=CC(=C1)Cl)C#N (S)-4-(2-chloro-3-(9-(5-chloro-2-cyanobenzyl)-6-(1-methylcyclopropoxy)-9H-purin-8-yl)phenoxy)-2-methylbutanoic acid